rac-(4-bromophenyl)(1-(3-fluoropropyl)azetidin-3-yl)methanol BrC1=CC=C(C=C1)[C@H](O)C1CN(C1)CCCF |r|